N2-[4-(4-morpholinopyrazol-1-yl)phenyl]pyrimidine-2,4-diamine O1CCN(CC1)C=1C=NN(C1)C1=CC=C(C=C1)NC1=NC=CC(=N1)N